C1(=CC=CC=C1)N(C=1C=C(C(=CC1)C1=CC=C(N(C2=CC=CC3=CC=CC=C23)C2=CC=CC=C2)C=C1)C(C([C@H](C(=O)O)O)(C)C)O)C1=CC=CC2=CC=CC=C12 N,N'-diphenyl-N,N'-di(α-naphthyl)benzidinepantoic acid